4-((1-(4-(tert-butyl)piperazine-1-carbonyl)cyclopentyl)thio)benzonitrile C(C)(C)(C)N1CCN(CC1)C(=O)C1(CCCC1)SC1=CC=C(C#N)C=C1